[Si](C)(C)(C(C)(C)C)OC[C@@H]1[C@H](C[C@@H](O1)N1C(=O)NC(=O)C(C)=C1)OC=CC#N 5'-O-TBDMS-3'-O-cyanovinylthymidine